[Th].[Al] Aluminum-thorium